N-(2-{2-dimethylaminoethyl-methylamino}-4-methoxy-5-{[4-(1-methylindol-3-yl)pyrimidin-2-yl]amino}phenyl)prop-2-enamide mesylate salt S(C)(=O)(=O)O.CN(CCN(C1=C(C=C(C(=C1)OC)NC1=NC=CC(=N1)C1=CN(C2=CC=CC=C12)C)NC(C=C)=O)C)C